CC1=NN(C2=CC(=CC=C12)/C=C/C(=O)OC)C1OCCCC1 methyl (2E)-3-[3-methyl-1-(oxan-2-yl)indazol-6-yl]prop-2-enoate